C(CCCCCCC)(=O)O.OCC(O)CO Monoglycerin monooctanoate